C(C)(=O)N1C[C@H](CC1)N1C(C2=CC=CC(=C2C1=O)[N+](=O)[O-])=O (S)-2-(1-acetylpyrrolidin-3-yl)-4-nitroisoindoline-1,3-dione